C(CNC(=O)C1=CC=CC=C1)(=O)O.N[C@H](C(=O)OCC)CC1=CC=C(C=C1)C1=CSC2=C1N=CN=C2O[C@@H](C(F)(F)F)C2=C(C=C(C=C2)Cl)N2N=C(C=C2)C ethyl (S)-2-amino-3-(4-(4-((R)-1-(4-chloro-2-(3-methyl-1H-pyrazole-1-yl)phenyl)-2,2,2-trifluoroethoxy)thieno[3,2-d]pyrimidine-7-yl)phenyl)propanoate hippurate